5β-androstane C[C@@]12CCC[C@H]1[C@@H]1CC[C@@H]3CCCC[C@]3(C)[C@H]1CC2